[6-[(3-cyclopropyl-1H-pyrazol-5-yl)methyl]-2-azaspiro[3.3]heptan-2-yl]-[6-[3-(trifluoromethyl)-1,2,4-triazol-1-yl]-2-azaspiro[3.3]heptan-2-yl]methanone C1(CC1)C1=NNC(=C1)CC1CC2(CN(C2)C(=O)N2CC3(C2)CC(C3)N3N=C(N=C3)C(F)(F)F)C1